(1S,3S)-N1-(5-(3,5-dimethyl-1H-1,2,4-triazol-1-yl)pyridin-2-yl)-N3-(6-methyl-1,2,4-triazin-3-yl)cyclopentane-1,3-diamine CC1=NN(C(=N1)C)C=1C=CC(=NC1)N[C@@H]1C[C@H](CC1)NC=1N=NC(=CN1)C